2,6-dimethylpiperidinylazelaic acid CC1N(C(CCC1)C)C(C(=O)O)CCCCCCC(=O)O